2-chloro-N-[(4-fluorophenyl)methyl]-N-(3-methoxyphenyl)acetamide ClCC(=O)N(C1=CC(=CC=C1)OC)CC1=CC=C(C=C1)F